glycerol tri-(4-phenylbutyrate) C1(=CC=CC=C1)CCCC(=O)OCC(OC(CCCC1=CC=CC=C1)=O)COC(CCCC1=CC=CC=C1)=O